Benzyl N-[(2S)-4-methyl-1-[[(2S)-4-methyl-1-[[(2S)-4-methyl-1-oxopentan-2-yl]amino]-1-oxopentan-2-yl]amino]-1-oxopentan-2-yl]carbamate CC(C[C@@H](C(=O)N[C@H](C(=O)N[C@H](C=O)CC(C)C)CC(C)C)NC(OCC1=CC=CC=C1)=O)C